4-amino-7-cyclopropyloxy-1-(2-methylpyridin-3-yl)quinazolin-2-one NC1=NC(N(C2=CC(=CC=C12)OC1CC1)C=1C(=NC=CC1)C)=O